2-(chloromethyl)oxane ClCC1OCCCC1